2-cyclohexyl-4-methyl-4-(selenocyanatomethyl)isoquinoline-1,3(2H,4H)-dione C1(CCCCC1)N1C(C2=CC=CC=C2C(C1=O)(C[Se]C#N)C)=O